9,9-bis[4-(3,4-dicarboxyphenoxy)phenyl]-4,5-diazafluorene C(=O)(O)C=1C=C(OC2=CC=C(C=C2)C2(C3=CC=CN=C3C=3N=CC=CC23)C2=CC=C(C=C2)OC2=CC(=C(C=C2)C(=O)O)C(=O)O)C=CC1C(=O)O